4-((Tert-Butoxycarbonyl)Amino)-3-(3-Methylphenyl)Butanoic Acid C(C)(C)(C)OC(=O)NCC(CC(=O)O)C1=CC(=CC=C1)C